C1(CC1)S(=O)(=O)NC=1SC=C(N1)C(C(=O)NC1=CC=C(C=C1)C1=NC(=C(N=C1)C)C)(C)C 2-(2-(cyclopropanesulfonylamino)thiazol-4-yl)-N-(4-(5,6-dimethylpyrazin-2-yl)phenyl)-2-methylpropanamide